1,2-bis(4-pyridinyl)ethylene N1=CC=C(C=C1)C=CC1=CC=NC=C1